FC(O[C@@H]1C[C@H](N(C1)C(CNC(=O)C=1C=CC=2SC3=CC=CC=C3OC2C1)=O)C(=O)NCC=1C=C2CCNC2=CC1)F (2S,4R)-4-(difluoromethoxy)-N-(indolin-5-ylmethyl)-1-((phenoxathiine-3-carbonyl)glycyl)pyrrolidine-2-carboxamide